(4-(6-amino-4-(((2S,6R)-2,6-dimethylmorpholino)methyl)pyridin-2-yl)phenyl)methanol NC1=CC(=CC(=N1)C1=CC=C(C=C1)CO)CN1C[C@@H](O[C@@H](C1)C)C